C(C)N1C[C@@H]([C@@H](CC1)NC1=C2C=C(N(C2=CC=C1)CC(F)(F)F)C#CCNC1=C(C=C(C(=O)OCC)C=C1)OC)F ethyl 4-{[3-(4-{[(3S,4R)-1-ethyl-3-fluoropiperidin-4-yl] amino}-1-(2,2,2-trifluoroethyl)-1H-indol-2-yl)prop-2-yn-1-yl]amino}-3-methoxybenzoate